C1(CCC1)N(C=1C(=NC=CC1)N1CCN(CC1)[C@H]1CC2(CN(C2)C(=O)OCC)CC1)C ethyl (6R)-6-[4-[3-[cyclobutyl-(methyl)amino]-2-pyridyl]piperazin-1-yl]-2-azaspiro[3.4]octane-2-carboxylate